4-(2-(pyrrolidin-1-ylmethyl)-4-(4,4,5,5-tetramethyl-1,3,2-dioxaborolan-2-yl)phenyl)morpholine N1(CCCC1)CC1=C(C=CC(=C1)B1OC(C(O1)(C)C)(C)C)N1CCOCC1